2-(tert-butyl)-9-(2,4-dimethoxyphenyl)-7,7-dipropyl-7H-benzo[c]fluoren-5-ol C(C)(C)(C)C1=CC2=C(C(=CC=3C(C=4C=C(C=CC4C23)C2=C(C=C(C=C2)OC)OC)(CCC)CCC)O)C=C1